FC1=CC=C(OC2=CC(=NC=C2)N2CCC(CC2)NC(=S)NC=2C=NC=CC2)C=C1 1-(1-(4-(4-Fluorophenoxy)pyridin-2-yl)piperidin-4-yl)-3-(pyridin-3-yl)thiourea